3,4-dichloro-6-[2-(dimethylphosphoryl)pyrimidin-5-yl]-7-fluoro-2-methyl-1,5-naphthyridine ClC=1C(=NC2=CC(=C(N=C2C1Cl)C=1C=NC(=NC1)P(=O)(C)C)F)C